C(C)OC(CC1=NC=2C(=NC(=CC2)N2C3CN(C(C2)CC3)C(=O)OC(C)(C)C)N1)=O tert-butyl 5-(2-(2-ethoxy-2-oxoethyl)-3H-imidazo[4,5-b]pyridin-5-yl)-2,5-diazabicyclo[2.2.2]octane-2-carboxylate